ClC=1C=C(C=CC1F)NC1=C2C=C(NC2=CC=C1)C(=O)O 4-((3-chloro-4-fluorophenyl)amino)-1H-indole-2-carboxylic acid